FC(OC1=C(C=C(C(=N1)OC)NS(=O)(=O)C1=CNC=2C(N(C=CC21)CC)=O)F)F N-[6-(difluoromethoxy)-5-fluoro-2-methoxy-3-pyridyl]-6-ethyl-7-keto-1H-pyrrolo[2,3-c]pyridine-3-sulfonamide